1-(4-cyanophenyl)-N-(4-(6-methylbenzo[d]thiazol-2-yl)phenyl)methanesulfonamide C(#N)C1=CC=C(C=C1)CS(=O)(=O)NC1=CC=C(C=C1)C=1SC2=C(N1)C=CC(=C2)C